COC=1C=C(C=CC1OC)C=NNC1=NC=NC(=C1[N+](=O)[O-])N 4-N-[(3,4-dimethoxyphenyl)methylideneamino]-5-nitropyrimidine-4,6-diamine